O=C1OC2=C(N1C1C(NC(CC1)=O)=O)C=CC(=C2)N2CCNCC2 3-(2-oxo-6-piperazin-1-yl-1,3-benzoxazol-3-yl)piperidine-2,6-dione